3-(4-Fluorophenyl)-1-phenylprop-2-en-1-one FC1=CC=C(C=C1)C=CC(=O)C1=CC=CC=C1